ClC1=C(C(=CC=C1)CNC)C=1C=C(SC1)[C@@H](C)NC1=NC(=NC2=CC(=C(C=C12)C1CCC(CC1)C(=O)[O-])OC)C (1R,4R)-4-(4-(((R)-1-(4-(2-chloro-6-((methylamino)methyl)phenyl)thiophen-2-yl)ethyl) amino)-7-methoxy-2-methylquinazolin-6-yl)cyclohexane-1-carboxylate